3-[3-[[ethyl(methyl)sulfamoyl]amino]-2,6-difluoro-benzoyl]-5-[2-[4-[2-[1-hydroxy-4-(4-nitrophenyl)cyclohexyl]acetyl]piperazin-1-yl]pyrimidin-5-yl]-1H-pyrrolo[2,3-b]pyridine C(C)N(S(=O)(=O)NC=1C(=C(C(=O)C2=CNC3=NC=C(C=C32)C=3C=NC(=NC3)N3CCN(CC3)C(CC3(CCC(CC3)C3=CC=C(C=C3)[N+](=O)[O-])O)=O)C(=CC1)F)F)C